[Pd](Cl)Cl.CN(C)C1=CC=C(C=C1)C(C(C)(C)PC(C)(C)C)C1=CC=C(C=C1)N(C)C bis[4-(N,N-dimethylamino)phenyl]di-tert-butylphosphine palladium dichloride